FC=1C=C(CC=2C(=NN(C2C2CC23CC3)C=3SC=C(N3)C(=O)O)C3=CC(=CC=C3)C#CC=3SC(=CC3)C)C=CC1S(N)(=O)=O 2-(4-(3-fluoro-4-sulfamoylbenzyl)-3-(3-((5-methylthiophen-2-yl)ethynyl)phenyl)-5-(spiro[2.2]pentan-1-yl)-1H-pyrazol-1-yl)thiazole-4-carboxylic acid